N-(4-((3S,4R)-3-amino-4-methylpiperidin-1-yl)-5-(1-(difluoromethyl)-1H-pyrazol-4-yl)pyridin-2-yl)-2-(2,4-difluoro-6-methoxyphenyl)pyrimidin-4-amine hydrochloride Cl.N[C@@H]1CN(CC[C@H]1C)C1=CC(=NC=C1C=1C=NN(C1)C(F)F)NC1=NC(=NC=C1)C1=C(C=C(C=C1OC)F)F